tert-Butyl (3R)-3-(hydroxy(5-(2-methoxy-4-(trifluoromethyl)phenyl)-4-methylfuran-2-yl)methyl)-3-methylpiperidine-1-carboxylate OC([C@]1(CN(CCC1)C(=O)OC(C)(C)C)C)C=1OC(=C(C1)C)C1=C(C=C(C=C1)C(F)(F)F)OC